FC1=CC=C(C=C1)C=1C(C(=C(NC1)C)C(=O)O)=O 5-(4-fluorophenyl)-2-methyl-4-oxo-1,4-dihydropyridine-3-carboxylic acid